(E)-4-(dimethylamino)-N-(3-(2-((4-morpholinylphenyl)amino)pyrido[3,4-d]pyrimidin-8-yl)phenyl)but-2-enamide CN(C/C=C/C(=O)NC1=CC(=CC=C1)C1=NC=CC2=C1N=C(N=C2)NC2=CC=C(C=C2)N2CCOCC2)C